(E)-heneicosane CCCCCCCCCCCCCCCCCCCCC